C1(CC1)C1=NC=CC=C1N1C(C2=C(C=3C=CC(=CC13)C(F)(F)F)N(C=N2)C)=O 5-(2-cyclopropylpyridin-3-yl)-1-methyl-7-(trifluoromethyl)-1,5-dihydro-4H-imidazo[4,5-c]quinolin-4-one